C(=O)O.NC1=CN=NC2=CC(=CC=C12)C=1C=C(C=CC1C=1SC=CN1)B(O)O [3-(4-AMINOCINNOLIN-7-YL)-4-(1,3-THIAZOL-2-YL)PHENYL]BORONIC ACID FORMIC ACID SALT